racemic-tert-butyl N-[2-(4-cyclopropylimidazol-1-yl)-1-methyl-ethyl]carbamate C1(CC1)C=1N=CN(C1)C[C@@H](C)NC(OC(C)(C)C)=O |r|